ClC1=NC=C(C(=N1)C1=C(C2=C(N(C(=N2)C)C(C)C)C=C1)F)OC (2-chloro-5-methoxypyrimidin-4-yl)-4-fluoro-1-isopropyl-2-methyl-1H-benzo[d]imidazole